CN(C(CC(C=C)C)=[S+]CC=C)C [1-(dimethylamino)-3-methyl-4-pentenylidene]-2-propenylsulfonium